C1N(CC12CNC2)C(CC2=CC=C(C=C2)NC(=O)NCC2=CC=C(C=C2)Cl)=O N-{4-[2-(2,6-diazaspiro[3.3]hept-2-yl)-2-oxoethyl]phenyl}{[(4-chlorophenyl)methyl]amino}carboxamide